(2R)-2-(6-{5-chloro-2-[(oxacyclohex-4-yl)amino]pyrimidin-4-yl}-1-oxo-2,3-dihydro-1H-isoindol-2-yl)-N-[(1S)-1-(3-chlorophenyl)-2-hydroxyethyl]propionamide ClC=1C(=NC(=NC1)NC1CCOCC1)C1=CC=C2CN(C(C2=C1)=O)[C@@H](C(=O)N[C@H](CO)C1=CC(=CC=C1)Cl)C